ClC=1C=C(C=CC1F)NC(N(C(C)C1=CNC(C2=CC=CC=C12)=O)CC1CC1)=O 3-(3-chloro-4-fluorophenyl)-1-(cyclopropylmethyl)-1-(1-(1-oxo-1,2-dihydroisoquinolin-4-yl)ethyl)urea